NC1=NC(=NN1C(=O)C1=C(C=CC=C1F)F)NC1=CC=C(C=C1)S(=O)(=O)N1CCNCC1 (5-amino-3-((4-(piperazin-1-ylsulfonyl)phenyl)amino)-1H-1,2,4-triazol-1-yl)(2,6-difluorophenyl)methanone